FC=1C=C2CCN(CC2=CC1)C1=CC(=C(C(=C1)C)C(C(=O)N)C1CC12CC2)C (4-(6-fluoro-3,4-dihydroisoquinolin-2(1H)-yl)-2,6-dimethylphenyl)-2-(spiro[2.2]pentan-1-yl)acetamide